BrC=1C=C(C=C(C1)C(F)(F)F)C(C(=O)OC(C)(C)C)OS(=O)(=O)C tert-butyl 2-[3-bromo-5-(trifluoromethyl)phenyl]-2-(methanesulfonyloxy)acetate